5-(4-biphenylyl)-3-(4-methoxyphenyl)-6,6-dimethylpiperidin-2-one C1(=CC=C(C=C1)C1CC(C(NC1(C)C)=O)C1=CC=C(C=C1)OC)C1=CC=CC=C1